FC=1C=C(C=CC1C1=NN2C(N=C(C=C2C2=CC=CC=C2)C(=O)N2[C@@H](C3=CC=CC=C3CC2)C)=C1)N1C[C@H](CC1)C(=O)OC Methyl (3S)-1-(3-fluoro-4-{5-[(1R)-1-methyl-1,2,3,4-tetrahydroisoquinoline-2-carbonyl]-7-phenylpyrazolo[1,5-a]pyrimidin-2-yl}phenyl)pyrrolidine-3-carboxylate